(S)-2-(1-(4-ethoxy-5-fluoropyridin-2-yl)ethyl)-7-((2-(methylamino)-1H-imidazol-1-yl)methyl)-5-(morpholinomethyl)-3,4-dihydroisoquinolin-1(2H)-one C(C)OC1=CC(=NC=C1F)[C@H](C)N1C(C2=CC(=CC(=C2CC1)CN1CCOCC1)CN1C(=NC=C1)NC)=O